BrC1=C(C=C2C(=NC(=NC2=C1F)OCC12CCCN2CCC1)N(C1CN(C1)C(=O)OC(C)(C)C)C)Cl tert-butyl 3-((7-bromo-6-chloro-8-fluoro-2-((tetrahydro-1H-pyrrolizin-7a(5H)-yl)methoxy)quinazolin-4-yl)(methyl)amino)azetidine-1-carboxylate